(S)-methyl 3-(3-(5-((1-cyclopropylethyl)carbamoyl)oxazol-2-yl)phenyl)-1H-1,2,4-triazole-5-carboxylate C1(CC1)[C@H](C)NC(=O)C1=CN=C(O1)C=1C=C(C=CC1)C1=NNC(=N1)C(=O)OC